NCCCC[C@@H](C(COC1=C(C(=CC(=C1)F)F)F)=O)NC(=O)C1CCCC1 (S)-N-(7-amino-2-oxo-1-(2,3,5-trifluorophenoxy)hept-3-yl)cyclopentanecarboxamide